C(=O)C1=CC=C(C=C1)C=1C2=CC=CC=C2C(=C2C=CC=CC12)C1=CC=C(C=C1)C=O 9,10-bis(4-formylphenyl)anthracene